C(CCCCCCCCC(=O)O)(=O)O.N1CCCCC1 (piperidine) sebacate